4-Bocaminobenzaldehyde C(=O)(OC(C)(C)C)NC1=CC=C(C=O)C=C1